ClC=1C=C(CC2=NC=CC(=C2)N2N=CC=3C(NCCC32)=O)C=C(C1F)F 1-(2-(3-chloro-4,5-difluorobenzyl)pyridin-4-yl)-1,5,6,7-tetrahydro-4H-pyrazolo[4,3-c]pyridin-4-one